tert-butyl ((1-(6-chloro-5-cyanopyrazin-2-yl)-4-methylpiperidin-4-yl)methyl)carbamate ClC1=C(N=CC(=N1)N1CCC(CC1)(C)CNC(OC(C)(C)C)=O)C#N